NC1=C(N=C2C(=N1)NC=C2)C(=O)[O-] 3-amino-5H-pyrrolo[2,3-b]Pyrazine-2-formate